2,9-diacetoxyundecane C(C)(=O)OC(C)CCCCCCC(CC)OC(C)=O